2-Methyl-4-oxo-pentanoic acid tert-butyl ester C(C)(C)(C)OC(C(CC(C)=O)C)=O